C(C1=CC=CC=C1)NC1=CC(=C2N(C(C(NC2=C1)=O)=O)C)OCCC[C@@H]1CN(C[C@@H](C1(F)F)C)C(=O)OC(C)(C)C tert-butyl (3R,5S)-3-(3-((7-(benzylamino)-4-methyl-2,3-dioxo-1,2,3,4-tetrahydroquinoxalin-5-yl)oxy)propyl)-4,4-difluoro-5-methylpiperidine-1-carboxylate